(3,3-Difluoro-1-((4-methyl-4H-1,2,4-triazol-3-yl)methyl)-cyclobutyl)isoindolin-1-one FC1(CC(C1)(CC1=NN=CN1C)N1C(C2=CC=CC=C2C1)=O)F